2-(3-cyclopropylphenyl)-4,4,5,5-tetramethyl-1,3,2-dioxaborolan C1(CC1)C=1C=C(C=CC1)B1OC(C(O1)(C)C)(C)C